COC=1C=C2CC(C(C2=CC1OC)=O)=CC1=CC=2CCCN3CCCC(C23)=C1 2,3-dihydro-5,6-di-methoxy-2-[(2,3,6,7-tetrahydro-1H,5H-benzo[ij]quinolizin-9-yl)methylene]-1H-inden-1-one